3-cyclobutyl-1-((3,3-difluoro-1-methylcyclobutyl)methyl)-4-(trifluoromethyl)-1H-pyrazole-5-carboxamide C1(CCC1)C1=NN(C(=C1C(F)(F)F)C(=O)N)CC1(CC(C1)(F)F)C